1-methyl-4-[4-methyl-4-(5-methyl-1,3-benzooxazol-2-yl)piperidin-1-yl]-6-[(oxetan-3-yl)methyl]-2-oxo-1,2-dihydroquinoline-3-carbonitrile CN1C(C(=C(C2=CC(=CC=C12)CC1COC1)N1CCC(CC1)(C=1OC2=C(N1)C=C(C=C2)C)C)C#N)=O